C1CCCCC1 (1S,2R)-Cyclohexan